4-(((4-(isoindolin-2-ylmethyl)-1,1-dioxido-2,3-dihydrobenzothien-7-yl)oxy)methyl)-N-methylpiperidine-1-sulfonamide C1N(CC2=CC=CC=C12)CC1=CC=C(C2=C1CCS2(=O)=O)OCC2CCN(CC2)S(=O)(=O)NC